(S)-1-(3-(6-(5-chloro-1H-pyrazol-3-ylamino)-4-(morpholinomethyl)pyridin-2-ylamino)piperidin-1-yl)prop-2-en-1-one ClC1=CC(=NN1)NC1=CC(=CC(=N1)N[C@@H]1CN(CCC1)C(C=C)=O)CN1CCOCC1